C(C(CC)CCCCCCCC(=O)[O-])CCCCCCCC(=O)[O-] butane-1,2-diyldioctanoate